C12C(CCC2C1)C[C@@H](C(=O)NC1CC1)NC(=O)C=1SC(=CC1)[C@H](C)NC=1C(=NC=C(C1)Cl)C (2S)-3-{bicyclo[3.1.0]hexan-2-yl}-2-({5-[(1S)-1-[(5-chloro-2-methylpyridin-3-yl)amino]ethyl]thiophen-2-yl}formamido)-N-cyclopropylpropanamide